N[C@@H](C)C1=NC(=NN1C=1SC(=CN1)C(=O)OC)C methyl 2-{5-[(1S)-1-aminoethyl]-3-methyl-1H-1,2,4-triazol-1-yl}-1,3-thiazole-5-carboxylate